FC(C1=CC=CC2=C1SC1=C(C=N2)C=CC=C1)(F)F 6-trifluoromethyl-dibenzo[b,f][1,4]thiazepine